FC=1C2=C(C(=NC1NC=1C=C(C=CC1)NC(C=C)=O)NC1=CC=C(C=C1)OCCOC)C(NC2)=O N-(3-(7-fluoro-4-(4-(2-methoxyethoxy)phenylamino)-3-oxo-2,3-dihydro-1H-pyrrolo[3,4-c]pyridin-6-ylamino)phenyl)acrylamide